tert-butyl (1R,2S,3S,5S,6R,7S)-3-{[(2S)-1-methoxy-1-oxo-3-[(3S)-2-oxopyrrolidin-3-yl]propan-2-yl]carbamoyl}-5-methyl-4-azatricyclo[5.2.1.0^{2,6}]dec-8-ene-4-carboxylate COC([C@H](C[C@H]1C(NCC1)=O)NC(=O)[C@@H]1[C@H]2[C@H]3C=C[C@@H]([C@H]2[C@@H](N1C(=O)OC(C)(C)C)C)C3)=O